3-(2-(benzyloxy)ethoxy)oxetane C(C1=CC=CC=C1)OCCOC1COC1